(2-(Benzyloxy)-4-(difluoromethyl)-6-hydroxyphenyl)(2,3-dihydro-1H-pyrrolo[2,3-b]pyridin-1-yl)methanone C(C1=CC=CC=C1)OC1=C(C(=CC(=C1)C(F)F)O)C(=O)N1CCC=2C1=NC=CC2